C(=C)[C@H]1COCCCN1C(=O)OC(C)(C)C tert-butyl (S)-3-vinyl-1,4-oxazepane-4-carboxylate